P(=S)#CO[C@H]1[C@@H](O[C@@H]([C@H]1O)CO)N1C(=O)N=C(NC(C2=CC=CC=C2)=O)C=C1 thiophosphoryl-N4-benzoyl-2'-O-methyl-cytidine